FC1=CC(=C(C=C1)C(C)O)C1=CC2=C(NC(=N2)C)C=C1 1-(4-fluoro-2-(2-methyl-1H-benzimidazol-5-yl)phenyl)ethane-1-ol